(2S)-2-{[(1S)-1-(2,3-dihydro-1H-inden-5-yl)-2,2,2-trifluoroethyl]amino}-5,5-dimethylhexanoic acid C1CCC2=CC(=CC=C12)[C@@H](C(F)(F)F)N[C@H](C(=O)O)CCC(C)(C)C